FC=1C=CC=C2C=C(N=CC12)OC 8-fluoro-3-methoxyisoquinoline